CC1=CC=C(C=C1)S(=O)(=O)O[C@@H]1[C@H](CC[C@@H](C1)C)C(C)C (1S,2R,5S)-2-isopropyl-5-methylcyclohexyl (R)-4-methylbenzenesulfonate